tetracarboxylphenyl-cobalt C(=O)(O)C=1C(=C(C(=C(C1)[Co])C(=O)O)C(=O)O)C(=O)O